dodecyl-methyldiethoxysilane C(CCCCCCCCCCC)[Si](OCC)(OCC)C